benzyl (S)-2-((R)-5-(2-amino-1H-imidazol-1-yl)-2-((tert-butoxycarbonyl)amino) pentanamido)-3-(4-hydroxy-2,6-dimethylphenyl)propanoate NC=1N(C=CN1)CCC[C@H](C(=O)N[C@H](C(=O)OCC1=CC=CC=C1)CC1=C(C=C(C=C1C)O)C)NC(=O)OC(C)(C)C